C1(CC1)N1C[C@@H]([C@@H](CC1)OC=1C=CC(=NC1)C1=NSC(=N1)NC1=NC=CC=C1C(C)C)F 3-(5-((3S,4R)-1-cyclopropyl-3-fluoro-piperidin-4-yloxy)pyridin-2-yl)-N-(3-isopropylpyridin-2-yl)-1,2,4-thiadiazol-5-amine